OC1=C(N2C(C3=C(C=CC=C13)C=1C=NC=CC1)=NC=N2)C(=O)NCC(=O)OCC ethyl (6-hydroxy-10-(pyridin-3-yl)-[1,2,4]triazolo[5,1-a]isoquinoline-5-carbonyl)glycinate